8-[(1R)-1-bromoethyl]-2-ethylsulfanyl-3-methyl-6-(trifluoromethyl)benzopyran-4-one Br[C@H](C)C1=CC(=CC=2C(C(=C(OC21)SCC)C)=O)C(F)(F)F